8-(4-chlorophenoxy)-2,3-dimethyl-quinoline-4-ol ClC1=CC=C(OC=2C=CC=C3C(=C(C(=NC23)C)C)O)C=C1